OC1C2C3CCCC3=C(C1)C2 8-hydroxytricyclo[5.2.1.02,6]decene